N1(C=CC=C1)C1(CC1)C1=NNC=2N=C(NC(C21)=O)N2CCC1(CC2)[C@@H](C2=CC=CC=C2C1)N (S)-3-(1-(1H-pyrrol-1-yl)cyclopropyl)-6-(1-amino-1,3-dihydrospiro[indene-2,4'-piperidin]-1'-yl)-1,5-dihydro-4H-pyrazolo[3,4-d]pyrimidin-4-one